(Z)-2-(5-fluoro-2-methyl-1-(4-methoxybenzylidene)-1H-inden-3-yl)acetic acid FC=1C=C2C(=C(/C(/C2=CC1)=C/C1=CC=C(C=C1)OC)C)CC(=O)O